terphenyl sodium [Na].C1(=CC=CC=C1)C=1C(=CC=CC1)C1=CC=CC=C1